C(C=C)OC1=CC=C(C(=C1C(CC(=O)OCC)CN)Cl)Cl ethyl 3-(6-(allyloxy)-2,3-dichlorophenyl)-4-aminobutyrate